[3-[4-(5-Fluoro-1H-pyrrolo[2,3-b]pyridin-4-yl)-1H-pyrazol-1-yl]-1-(1-{[2-(trifluoromethyl)pyrimidin-4-yl]carbonyl}piperidin-4-yl)azetidin-3-yl]acetonitrile FC=1C(=C2C(=NC1)NC=C2)C=2C=NN(C2)C2(CN(C2)C2CCN(CC2)C(=O)C2=NC(=NC=C2)C(F)(F)F)CC#N